O-n-decyl S-methyldithiocarbonate C[SH-]C(OCCCCCCCCCC)=S